FC=1C=C(C#N)C=C(C1)CO[C@@H](CO)CCCCCCCCCCCCCCCCCC (R)-3-fluoro-5-(((1-hydroxyeicosan-2-yl)oxy)methyl)benzonitrile